2-methyl-6-propionamido-N-(2-((5-(trifluoromethyl)pyridin-2-yl)oxy)ethyl)isonicotinamide CC=1C=C(C(=O)NCCOC2=NC=C(C=C2)C(F)(F)F)C=C(N1)NC(CC)=O